tert-butyl 4-[(2,2-difluoropropionylamino) methyl]-2-azabicyclo[2.1.1]hexane-2-carboxylate FC(C(=O)NCC12CN(C(C1)C2)C(=O)OC(C)(C)C)(C)F